FC1=CC=C(C=C1)C1(N(CC(CC1)C)C(C(=O)NC=1C=NC=C(C(=O)N)C1)=O)[2H] 5-(2-(2-(4-Fluorophenyl)-5-methylpiperidin-1-Yl-2-d)-2-oxoacetamido)Nicotinamide